7-chloro-N-[6-(2,2-difluoroethoxy)-5-fluoro-2-methoxy-3-pyridinyl]imidazo[1,2-a]pyrimidine-3-sulfonamide ClC1=NC=2N(C=C1)C(=CN2)S(=O)(=O)NC=2C(=NC(=C(C2)F)OCC(F)F)OC